C(#N)C1=C(C=C(C=C1)/C(=C/C(C(=O)OC)=O)/O)F Methyl (Z)-4-(4-cyano-3-fluorophenyl)-4-hydroxy-2-oxobut-3-enoate